4-amino-N-(3-methoxy-4-(6-methylbenzo[d]oxazol-2-ylamino)phenyl)butanamide NCCCC(=O)NC1=CC(=C(C=C1)NC=1OC2=C(N1)C=CC(=C2)C)OC